CN1C(=NC2=C1C=CC=C2)C2=CC=C(C=C2)C2=CC(=C(C(=C2N2C1=CC=CC=C1N(C=1C=CC=CC21)C)N2C1=CC=CC=C1N(C=1C=CC=CC21)C)N2C1=CC=CC=C1N(C=1C=CC=CC21)C)C2=CC=C(C=C2)C2=NC1=C(N2C)C=CC=C1 10,10',10''-(4,4''-bis(1-methyl-1H-benzo[d]imidazol-2-yl)-[1,1':3',1''-terphenyl]-4',5',6'-triyl)tris(5-methyl-5,10-dihydrophenazine)